tert-butyl 4-[4-benzyloxy-1-(4-fluorophenyl)-3-iodo-indol-2-yl]piperidine-1-carboxylate C(C1=CC=CC=C1)OC1=C2C(=C(N(C2=CC=C1)C1=CC=C(C=C1)F)C1CCN(CC1)C(=O)OC(C)(C)C)I